N-(4-cyclobutyl-3-(4,4-difluoro-cyclohexyl)-1-methyl-1H-pyrazol-5-yl)-3,3-difluorocyclobutane-1-carboxamide C1(CCC1)C=1C(=NN(C1NC(=O)C1CC(C1)(F)F)C)C1CCC(CC1)(F)F